N1N=CC2=CC(=CC=C12)C#CC1=NC(=NC=C1)C1=NC(=NC=C1)NCC1=NC(=CC=C1)F 4-((1H-Indazol-5-yl)ethynyl)-N-((6-fluoropyridin-2-yl)methyl)-[2,4'-bipyrimidin]-2'-amine